1-(4-(4-amino-7-cyclopropyl-7H-pyrrolo[2,3-d]pyrimidin-5-yl)-2,3-dihydrobenzofuran-7-yl)-3-(4-((1-methylpiperidin-4-yl)oxy)-3-(trifluorometh-yl)phenyl)urea NC=1C2=C(N=CN1)N(C=C2C2=CC=C(C1=C2CCO1)NC(=O)NC1=CC(=C(C=C1)OC1CCN(CC1)C)C(F)(F)F)C1CC1